(S)-4-((2-(3-aminopiperidin-1-yl)-1H-benzo[d]imidazol-1-yl)methyl)benzonitrile N[C@@H]1CN(CCC1)C1=NC2=C(N1CC1=CC=C(C#N)C=C1)C=CC=C2